FC1(OC2=C(NC1=O)C=CC=C2)F 2,2-Difluoro-4H-benzo[1,4]oxazin-3-one